O=C1NC(CCC1N1C(C2=CC=C(C=C2C1)N1CC(CC1)CN1CCC(CC1)C1=CC=C(C=C1)NC=1N=C(N=NC1C(=O)N)N1CCCCC1)=O)=O 5-((4-(1-((1-(2-(2,6-dioxopiperidin-3-yl)-1-oxoisoindolin-5-yl)pyrrolidin-3-yl)methyl)piperidin-4-yl)phenyl)amino)-3-(piperidin-1-yl)-1,2,4-triazine-6-carboxamide